7-chloro-N-(7-fluoro-2-methyl-indazol-5-yl)-5-methoxy-pyrido[4,3-d]pyrimidin-4-amine ClC1=CC=2N=CN=C(C2C(=N1)OC)NC1=CC2=CN(N=C2C(=C1)F)C